C[C@H]1[C@@H](C[C@H]([C@@H](O1)OCCCCCCCCCCCCCCCCCC/C=C/C(=O)SCCNC(=O)CCNC(=O)[C@@H](C(C)(C)COP(=O)(O)OP(=O)(O)OC[C@@H]2[C@H]([C@H]([C@@H](O2)N3C=NC4=C(N=CN=C43)N)O)OP(=O)(O)O)O)O)O The molecule is an acyl-CoA that results from the formal condensation of the thiol group of coenzyme A with the carboxy group of oscr#37. It derives from an oscr#37. It is a conjugate acid of an oscr#37-CoA(4-).